(3,4-dihydro-4-oxo-5-azabenzo-1,2,3-triazin-3-yl)tris-(pyrrolidino)phosphonium hexafluorophosphate F[P-](F)(F)(F)(F)F.O=C1N(N=NC2=C1N=CC=C2)[P+](N2CCCC2)(N2CCCC2)N2CCCC2